C1(CC1)C#CC1=CC=C(C(=O)O)C=C1 4-(cyclopropylethynyl)benzoic acid